(S)-4-(5-(5-fluoro-2-methoxypyridin-4-yl)-1H-pyrazole-3-carbonyl)-N-((4-hydroxybicyclo[2.2.2]oct-1-yl)methyl)-4-azaspiro[2.5]octane-7-carboxamide FC=1C(=CC(=NC1)OC)C1=CC(=NN1)C(=O)N1C2(CC2)C[C@H](CC1)C(=O)NCC12CCC(CC1)(CC2)O